CC1(OB(OC1(C)C)C1=CC=C(CCN2CCOCC2)C=C1)C 4-(4-(4,4,5,5-tetramethyl-1,3,2-dioxaborolan-2-yl)phenethyl)Morpholine